N-(3-(3-((2,6-Dioxopiperidin-3-yl)(methyl)amino)phenyl)prop-2-yn-1-yl)-5-(8-(7-ethyl-1,3-dimethyl-2-oxo-1,2-dihydroquinolin-5-yl)isoquinolin-3-yl)picolinamide O=C1NC(CCC1N(C=1C=C(C=CC1)C#CCNC(C1=NC=C(C=C1)C=1N=CC2=C(C=CC=C2C1)C1=C2C=C(C(N(C2=CC(=C1)CC)C)=O)C)=O)C)=O